OC[C@H](C)N1C=NC2=C(C1=O)C=C(N=C2N2C=NC=C2)C=2C=NC(=CC2)C(F)(F)F (S)-3-(1-hydroxy-propan-2-yl)-8-(1H-imidazol-1-yl)-6-(6-(trifluoromethyl)pyridin-3-yl)pyrido[3,4-d]pyrimidin-4(3H)-one